2-Cyclopentyl-N-[2,6-dimethyl-4-(p-tolylamino-methyl)-phenyl]-acetamide C1(CCCC1)CC(=O)NC1=C(C=C(C=C1C)CNC1=CC=C(C=C1)C)C